BrCC1OC(OC1C)=O 4-(bromomethyl)-5-methyl-1,3-dioxolan-2-one